3-pentylcyclobutane-1,1-dicarboxylic acid diethyl ester C(C)OC(=O)C1(CC(C1)CCCCC)C(=O)OCC